1-[(R)-tetrahydro-2H-pyran-3-yl]-3-{[4-(2-amino-8-methoxy-4-quinazolinyl)-1H-1,2,3-triazol-1-yl]methyl}-1H-pyridin-2-one O1C[C@@H](CCC1)N1C(C(=CC=C1)CN1N=NC(=C1)C1=NC(=NC2=C(C=CC=C12)OC)N)=O